(4S)-3'-[2,6-Difluoro-4-(2-phenylethynyl)phenyl]-1'-methyl-spiro[2,3-dihydropyrano[2,3-b]pyridine-4,6'-hexahydropyrimidine]-2',4'-dione FC1=C(C(=CC(=C1)C#CC1=CC=CC=C1)F)N1C(N([C@]2(CC1=O)CCOC1=NC=CC=C12)C)=O